4,4,5,5-tetramethyl-2-[(E)-3-methylbut-1-enyl]1,3,2-dioxaborolane CC1(OB(OC1(C)C)\C=C\C(C)C)C